O[C@H]1C[C@]2(C(C3CCC=4[C@](CCNC(C4)=O)(C13)C)CCC2C(=O)O)C (5aR,6S,7aS)-6-hydroxy-5a,7a-dimethyl-2-oxo-2,3,4,5,5a,5b,6,7,7a,8,9,10,10a,10b,11,12-hexadecahydrocyclopenta[5,6]naphtho[1,2-d]azepine-8-carboxylic acid